2-(2-chloroethyl-sulfanyl)ethanethiol ClCCSCCS